C(CC)C1C(CO[Si](OC)(OC)OC)O1 (3-epoxypropyl-propoxy)trimethoxysilane